FC1=CC(=C(C=C1F)NC(=O)C=1C=CC=2C=C3N([C@@H](CNC3=O)C)C2N1)S(N)(=O)=O (R)-N-(4,5-difluoro-2-sulfamoylphenyl)-9-methyl-6-oxo-6,7,8,9-tetrahydropyrido[3',2':4,5]pyrrolo[1,2-a]pyrazine-2-carboxamide